N-(2-(1-(1-(4-(propan-2-ylidene)cyclohexyl)piperidin-4-yl)-3-(pyrrolidin-1-ylmethyl)-1H-pyrrolo[2,3-b]pyridin-2-yl)ethyl)aminosulfonamide CC(C)=C1CCC(CC1)N1CCC(CC1)N1C(=C(C=2C1=NC=CC2)CN2CCCC2)CCNNS(=O)=O